3',4'-Difluoro-3-[1-oxo-6-(1H-[1,2,3]triazol-4-yl)-1,3-dihydroisoindol-2-yl]biphenyl-4-carboxylic acid butan-2-yl ester CC(CC)OC(=O)C1=C(C=C(C=C1)C1=CC(=C(C=C1)F)F)N1C(C2=CC(=CC=C2C1)C=1N=NNC1)=O